ClC1=NC=CC=C1C1(CC1)C(=O)O rac-(1S*,2S*)-(2-chloropyridin-3-yl)cyclopropane-1-carboxylic acid